C(C)(C)(C)OC(=O)N1CCN(CC1)C1=C2C[C@@H](N(CC2=CC=C1)C(=O)OC(C)(C)C)CN([C@H]1CCCC=2C=C(C=NC12)C)C (R)-tert-butyl 5-(4-(tert-butoxycarbonyl)piperazin-1-yl)-3-((methyl ((S)-3-methyl-5,6,7,8-tetrahydroquinolin-8-yl)amino)methyl)-3,4-dihydroisoquinoline-2(1H)-carboxylate